C(C)C(C([PH3+])(CC)CC)(CCC)CC tetraethylpentylphosphonium